(Z)-5-methyl-N-(5-methyl-1,3,4-thiadiazol-2-yl)-N',2-di-p-tolyl-1,3,4-thiadiazole-3(2H)-carboximidamide CC1=NN(C(S1)C1=CC=C(C=C1)C)\C(\NC=1SC(=NN1)C)=N/C1=CC=C(C=C1)C